methyl 2-[1-(cyclopropylmethyl)-5-phenyl-1H-pyrrol-2-yl]-1-methyl-1H-1,3-benzodiazole-5-carboxylate C1(CC1)CN1C(=CC=C1C1=CC=CC=C1)C1=NC2=C(N1C)C=CC(=C2)C(=O)OC